2-(2,6-difluorophenyl)-4-((5-(4-hydroxy-4-methylpiperidin-1-yl)pyridin-2-yl)amino)-6,7-dihydro-5H-pyrrolo[3,4-b]pyridin-5-one FC1=C(C(=CC=C1)F)C1=CC(=C2C(=N1)CNC2=O)NC2=NC=C(C=C2)N2CCC(CC2)(C)O